C(C)OC(=O)C=1SC=C(N1)C1=C(C=CC=C1)Cl 4-(2-chlorophenyl)thiazole-2-carboxylic acid ethyl ester